fucosyl-(1-4)-N-hydroxyacetylneuraminic acid C1([C@@H](O)[C@H](O)[C@H](O)[C@@H](O1)C)O[C@H]1CC(C(O)=O)(O)O[C@H]([C@@H]1NC(CO)=O)[C@H](O)[C@H](O)CO